4-(2,6-dimethylphenyl)-5-[3-(3,3,3-trifluoro-2,2-dimethyl-propoxy)phenyl]thiazol-2-amine CC1=C(C(=CC=C1)C)C=1N=C(SC1C1=CC(=CC=C1)OCC(C(F)(F)F)(C)C)N